4-(3-benzyloxycarbonyl-4-methyl-phenyl)-3-methyl-piperazine-1-carboxylic acid tert-butyl ester C(C)(C)(C)OC(=O)N1CC(N(CC1)C1=CC(=C(C=C1)C)C(=O)OCC1=CC=CC=C1)C